FC1=C(C=CC(=C1F)C)C=1N=NN(C1)C1C(C(OCC1OCC1=CN=CO1)CO)O 4-(4-(2,3-difluoro-4-methylphenyl)-1H-1,2,3-triazol-1-yl)-2-(hydroxymethyl)-5-(oxazol-5-ylmethoxy)tetrahydro-2H-pyran-3-ol